2-(4-(2-(4-chloro-2-fluorophenyl)-2-methylbenzo[d][1,3]dioxol-4-yl)piperidin-1-yl)-N-((1-ethyl-1H-imidazol-5-yl)methyl)acetimidamide ClC1=CC(=C(C=C1)C1(OC2=C(O1)C=CC=C2C2CCN(CC2)CC(NCC2=CN=CN2CC)=N)C)F